2-(trans-4-(((trans-4-(6-Cyano-5-methoxypyridin-2-yl)cyclohexyl)methyl)(3-(2-cyclopropyloxazol-4-yl)phenyl)carbamoyl)cyclohexyl)acetic acid C(#N)C1=C(C=CC(=N1)[C@@H]1CC[C@H](CC1)CN(C(=O)[C@@H]1CC[C@H](CC1)CC(=O)O)C1=CC(=CC=C1)C=1N=C(OC1)C1CC1)OC